1-(cyclopropylsulfonyl)-4-fluorobenzene C1(CC1)S(=O)(=O)C1=CC=C(C=C1)F